CC1=CCCCS(=O)(=O)O1 5-methyl-4-pentene-1,5-sultone